C(C)(C)(C)C1(NC(N(C1)CC1=C(C2=CC=CC=C2C=C1)[N+](=O)[O-])(C(=O)O)CC)C(=O)O 4-(tert-butyl)2-ethyl-1-((1-nitronaphthalen-2-yl)methyl)-1H-imidazole-2,4-dicarboxylic acid